Cl[Pt+] (chloro)platinum (II)